C(#N)C=1C=C2C=C(N=CC2=CC1C=1C=NC(=CC1C)\C(\CC)=N/O)NC(=O)[C@@H]1C(C1)(F)F (R,Z)-N-(6-cyano-7-(6-(1-(hydroxyimino)propyl)-4-methylpyridin-3-yl)isoquinolin-3-yl)-2,2-difluorocyclopropane-1-carboxamide